2-[4-chloro-3-(2-oxoethyl)phenyl]acetic acid ClC1=C(C=C(C=C1)CC(=O)O)CC=O